COC1=CC=C(C=C1)C(OC[C@H]1C([C@H](C[C@@H]1O)N1C2=NC=NC(=C2N=C1)NC(C1=CC=CC=C1)=O)=C)(C1=CC=CC=C1)C1=CC=C(C=C1)OC N-(9-((1S,3R,4S)-3-((bis(4-methoxyphenyl)(phenyl)methoxy)methyl)-4-hydroxy-2-methylenecyclopentyl)-9H-purin-6-yl)benzamide